CC(C(=O)OC=1C=C2C=CC(=CC2=CC1)C(=O)OC1=CC=C(C(=O)O)C=C1)=C 4-({6-[(2-methylpropan-2-enoyl)oxy]naphthalene-2-carbonyl}oxy)benzoic acid